7-((4,6-Dimethyl-2-oxo-1,2-dihydropyridin-3-yl)methyl)-2-(4-(dimethylamino)cyclohexyl)-2,9-dimethyl-8-oxo-2,3,5,6,7,8-hexahydrofuro[3,2-g]isoquinoline-4-carbonitrile CC1=C(C(NC(=C1)C)=O)CN1C(C=2C(=C3C(=C(C2CC1)C#N)CC(O3)(C)C3CCC(CC3)N(C)C)C)=O